Dodecylmagnesium Bromide C(CCCCCCCCCCC)[Mg]Br